tert-Butyl ((1r,3r)-3-((3-acetyl-4-methoxypyridin-2-yl)oxy)cyclobutyl)carbamate C(C)(=O)C=1C(=NC=CC1OC)OC1CC(C1)NC(OC(C)(C)C)=O